(6β,7α,20S)-20-acetoxymethyl-6-ethyl-7-hydroxy-pregna-4-en-3-one C(C)(=O)OC[C@@H](C)[C@H]1CC[C@H]2[C@@H]3[C@@H]([C@H](C4=CC(CC[C@]4(C)[C@H]3CC[C@]12C)=O)CC)O